FC1=C(C(=C2C=CNC2=C1F)SC)OC=1C=CC(=C(C1)C=1NC=C(N1)[C@]1(C(COC2=C(C=CC=C12)CCC(=O)OCC)(F)F)C)F ethyl 3-[(4S)-4-[2-[5-[(6,7-difluoro-4-methylsulfanyl-1H-indol-5-yl)oxy]-2-fluoro-phenyl]-1H-imidazol-4-yl]-3,3-difluoro-4-methyl-chroman-8-yl]propanoate